1H-pyrazole-4-carbonitril N1N=CC(=C1)C#N